3-((4-(3-fluoro-4-methoxyphenyl)-5-isobutylthiazol-2-yl)amino)-6-(thiophen-2-yl)pyrazine-2-carboxylic acid FC=1C=C(C=CC1OC)C=1N=C(SC1CC(C)C)NC=1C(=NC(=CN1)C=1SC=CC1)C(=O)O